O.ClCCN(P1(OCCCN1)=O)CCCl 2-[bis(2-chloroethyl)amino]-tetrahydro-2H-1,3,2-oxazaphosphorine-2-oxide monohydrate